O1[C@@H](COCC1)COC=1N2CCC3=C(C2=C(C(C1)=O)C)C=CC(=C3)N3CC(C3)N3N=CC=C3 4-[[(2S)-1,4-dioxan-2-yl]methoxy]-1-methyl-9-(3-pyrazol-1-ylazetidin-1-yl)-6,7-dihydrobenzo[a]quinolizin-2-one